C(C)OC(=O)C=1C=C(C2=C(SC=C2C)C1)C=C 3-Methyl-4-vinylbenzo[b]thiophene-6-carboxylic acid ethyl ester